bis((2-indenyl-butan-2-yl)cyclopentadienyl)zirconium dichloride [Cl-].[Cl-].C1(C=CC2=CC=CC=C12)C(C)(CC)C1(C=CC=C1)[Zr+2]C1(C=CC=C1)C(C)(CC)C1C=CC2=CC=CC=C12